3-[2-(6-chloro-4-cyclopropyl-3-methylcinnolin-7-yl)ethynyl]-1-[(3S,5R)-5-(methoxymethyl)-1-(prop-2-enoyl)pyrrolidin-3-yl]-5-(methylamino)pyrazole-4-carboxamide ClC=1C=C2C(=C(N=NC2=CC1C#CC1=NN(C(=C1C(=O)N)NC)[C@@H]1CN([C@H](C1)COC)C(C=C)=O)C)C1CC1